C(CCC)OC(=O)N1CC2(C1)CC(C2)=O.OC2=C(C=CC=C2)C=2C=NN=NC2 mono(hydroxyphenyl)triazine butyl-6-oxo-2-azaspiro[3.3]heptane-2-carboxylate